C(C)(C)C1=C(C(=CC=C1)C(C)C)N1C(N(C=C1)C1=C(C=CC=C1C(C)C)C(C)C)=[Pd-3](C1=NC=CC=C1Cl)(Cl)Cl [1,3-bis(2,6-diisopropylphenyl)imidazole-2-Ylidene](3-chloropyridyl)palladium(II) dichloride